7-trifluoromethyl-N2-(2,4-difluorophenyl)-N4-(5-methyl-1H-pyrazol-3-yl)quinazoline-2,4-diamine FC(C1=CC=C2C(=NC(=NC2=C1)NC1=C(C=C(C=C1)F)F)NC1=NNC(=C1)C)(F)F